methyl (2-((2-(4-cyano-2-methylphenyl)propan-2-yl)oxy)ethyl)carbamate C(#N)C1=CC(=C(C=C1)C(C)(C)OCCNC(OC)=O)C